N-(4-(2-methoxyethoxy)-2-(thiazol-5-yl)quinolin-6-yl)isoxazole-4-carboxamide COCCOC1=CC(=NC2=CC=C(C=C12)NC(=O)C=1C=NOC1)C1=CN=CS1